tert-butyl 4-[1-(4-morpholinopyrido[3,2-d]pyrimidin-2-yl)pyrazol-3-yl]piperidine-1-carboxylate O1CCN(CC1)C=1C2=C(N=C(N1)N1N=C(C=C1)C1CCN(CC1)C(=O)OC(C)(C)C)C=CC=N2